4-chloro-6-(2-methoxyethyl)pyrimidine ClC1=NC=NC(=C1)CCOC